O[C@@H]1C(OC2=CC3=C(C=C2[C@H]1NC(CCC1=NC=CC=C1)=O)C=CC(O3)=O)(C)C N-((3S,4R)-3-hydroxy-2,2-dimethyl-8-oxo-2,3,4,8-tetrahydropyrano[3,2-g]chromen-4-yl)-3-(pyridin-2-yl)propanamide